2,7-dibromo-1,8-naphthyridine BrC1=NC2=NC(=CC=C2C=C1)Br